[4,10-bis-carboxymethyl-7-(2-vinylsulfonyl-ethyl)-1,4,7,10-tetraaza-cyclododecan-1-yl]-acetic acid C(=O)(O)CN1CCN(CCN(CCN(CC1)CCS(=O)(=O)C=C)CC(=O)O)CC(=O)O